ClC=1C(=NC(=NC1)NC1=C(C=C(C(=C1)C)N1CCC(CC1)N1CCN(CC1)CCF)OC)NC=1C(=C2N=CC=NC2=CC1)NS(=O)(=O)C N-(6-((5-chloro-2-((4-(4-(4-(2-fluoroethyl)piperazin-1-yl)piperidin-1-yl)-2-methoxy-5-methylphenyl)amino)pyrimidin-4-yl)amino)quinoxalin-5-yl)methanesulfonamide